3-((5-(3-fluorophenyl)pyridin-2-yl)amino)-N-(3-nitrophenyl)benzamide FC=1C=C(C=CC1)C=1C=CC(=NC1)NC=1C=C(C(=O)NC2=CC(=CC=C2)[N+](=O)[O-])C=CC1